potassium di-i-butyl phosphate P(=O)(OCC(C)C)(OCC(C)C)[O-].[K+]